5-[2,3,5-tris-O-(phenylcarbonyl)-β-D-ribofuranosyl]imidazo[1,2-b]pyridazin-8(5H)-one C1(=CC=CC=C1)C(=O)O[C@H]1[C@@H](O[C@@H]([C@H]1OC(=O)C1=CC=CC=C1)COC(=O)C1=CC=CC=C1)N1N2C(C(C=C1)=O)=NC=C2